COC(C1=C(C=CC=C1)C(N(C)C)=O)=O (dimethylcarbamoyl)benzoic acid methyl ester